N[C@@H](CS(=O)(O)=O)C(=O)[O-] L-Cysteate